C(CCCCC(C)C)C(C(=O)O)(CCCCCCCC(=O)O)CCCCCC(C)C.C(COCCOCCO)O triethylene glycol diisooctyl-sebacate